diphenyl-bismuth triflate [O-]S(=O)(=O)C(F)(F)F.C1(=CC=CC=C1)[Bi+]C1=CC=CC=C1